C(#N)C=1C=C(C=CC1)C=1N=C(SC1C1=CC(=NC(=C1)C)C)NC(=O)N1CCC2(CCN2C)C1 N-[4-(3-cyanophenyl)-5-(2,6-dimethyl-4-pyridinyl)thiazol-2-yl]-1-methyl-1,7-diazaspiro[3.4]octane-7-carboxamide